furylacrolein C1=COC(=C1)C=CC=O